CC(=C(CC=CC)C(=O)OC)C(=O)OC Dimethyl hepta-2,5-diene-2,3-dicarboxylate